C(=CC)C(C(=O)[O-])OC1CCCCC1 2-Propenyl-(cyclohexyloxy)acetate